4-((3-(2-(3-(pyrrolidin-1-yl)benzoyl)-2-azaspiro[3.3]heptan-6-yl)ureido)methyl)benzamide N1(CCCC1)C=1C=C(C(=O)N2CC3(C2)CC(C3)NC(NCC3=CC=C(C(=O)N)C=C3)=O)C=CC1